Methyl (1R,2R,3S,4S)-3-aminobicyclo[2.2.1]hept-5-ene-2-carboxylate Hydrochloride Cl.N[C@@H]1[C@@H]([C@H]2C=C[C@@H]1C2)C(=O)OC